NCC1=CC=C(C(=O)O)C=C1 para-(aminomethyl)benzoic acid